ClC1=CC=C2C=C(N(C2=C1)C(=O)OC(C)(C)C)C(=O)OC 1-(tert-butyl) 2-methyl 6-chloro-1H-indole-1,2-dicarboxylate